C(C)(C)(C)C1=NC(=NC(=C1)OC)Cl (tert-butyl)-2-chloro-6-methoxypyrimidine